(4Z)-2-(Cycloheptylamino)-4-[(1-methylindazol-5-yl)methylene]-1H-imidazol-5-one C1(CCCCCC1)NC=1NC(/C(/N1)=C/C=1C=C2C=NN(C2=CC1)C)=O